N1(CCNCC1)C=1C=CC(=C2C=CC(=NC12)C(=O)O)OC1CCNCC1 8-(piperazin-1-yl)-5-(piperidin-4-yloxy)quinoline-2-carboxylic acid